(R)-1-(4-(1-(6-(4-(4-methyl-1-(oxetan-3-yl)-1H-pyrazol-5-yl)piperidin-1-yl)-2-(trifluoromethyl)pyrimidin-4-yl)-6-oxa-1-azaspiro[3.3]heptan-3-yl)piperazin-1-yl)prop-2-en-1-one CC=1C=NN(C1C1CCN(CC1)C1=CC(=NC(=N1)C(F)(F)F)N1C[C@H](C12COC2)N2CCN(CC2)C(C=C)=O)C2COC2